C1CC(=O)N(C1=O)OC(=O)CCCC[C@H]2[C@@H]3[C@H](CS2)NC(=O)N3 N-succinimidyl D-biotinate